OCNC(C(=C)C)=O N-Hydroxymethyl-methacrylamide